[Cl-].IC1=CC=C(C=C1)N1NC(=NN1C1=CC=CC=C1)C1=CC=C(C=C1)[N+](=O)[O-] 2-(4-iodophenyl)-5-(4-nitrophenyl)-3-phenyltetrazole chloride